C1(=CC=C(C=C1)N(C1=CC=C(C=C1)C)C1CCCCC1)C 4-(N,N'-bis(p-tolyl)amino)cyclohexane